3-(3-(4-methoxy-3-((4-methoxybenzyl)oxy)phenyl)-1H-pyrazol-1-yl)propanoic acid COC1=C(C=C(C=C1)C1=NN(C=C1)CCC(=O)O)OCC1=CC=C(C=C1)OC